C(C)N1C=C(C(C2=CC=CC=C12)=O)S(=O)(=O)N1CCC2(C[C@H](CO2)NC[C@@H](COC=2C=C(C=CC2)S(=O)(=O)N)O)CC1 3-((S)-3-((R)-8-(1-ethyl-4-oxo-1,4-dihydroquinolin-3-ylsulfonyl)-1-oxa-8-azaspiro[4.5]decan-3-ylamino)-2-hydroxypropoxy)benzenesulfonamide